FC1=C(OC2=C(C=CC3=C2NC(=NS3(=O)=O)O)C#N)C=CC=C1 5-(2-fluorophenoxy)-3-hydroxy-4H-benzo[e][1,2,4]thiadiazine-6-carbonitrile 1,1-dioxide